C(CCCCCCCCC)C(C(=O)OCCCCC(OC(NCCN(CCN(C)C)C)=O)CCCCOC(C(CCCCCCCCCCCC)CCCCCCCCCC)=O)CCCCCCCCCCCC 5-{4-[(2-decyl-1-oxotetradecyl) oxy] butyl}-11,14-dimethyl-7-oxo-6-oxa-8,11,14-triazapentadec-1-yl 2-decyltetradecanoate